6-aminobenzo[d]thiazole-2-thiol NC1=CC2=C(N=C(S2)S)C=C1